(S)-1-tert-butyl 2-(fluoren-9-ylmethoxycarbonyl-amino)-glutarate C1=CC=CC=2C3=CC=CC=C3C(C12)COC(=O)N[C@H](C(=O)OC(C)(C)C)CCC(=O)[O-]